1-amino-1-(4-(2,2-dimethylpentyloxy)phenyl)-2-methylpropan-2-ol NC(C(C)(O)C)C1=CC=C(C=C1)OCC(CCC)(C)C